BrC1=CC=C(C=C1)[C@@H](CC=O)NC(=O)C=1SC2=NC=3CC[C@@H](CC3C=C2N1)C(C)(C)C (S)-N-((R)-1-(4-bromophenyl)-3-oxopropyl)-7-(tert-butyl)-5,6,7,8-tetrahydrothiazolo[5,4-b]quinoline-2-carboxamide